C(CCC)NCCC[Si](OC)(OC)OC N-(n-butyl)-gamma-aminopropyltrimethoxysilane